tert-butyl (2S,4R)-4-[(3,5-dimethoxyphenyl)methoxy]-2-(dimethylcarbamoyl)pyrrolidine-1-carboxylate COC=1C=C(C=C(C1)OC)CO[C@@H]1C[C@H](N(C1)C(=O)OC(C)(C)C)C(N(C)C)=O